ClC=1C(=NC2=CC=CC=C2N1)C=1C=C(C#N)C=CC1 3-(3-chloroquinoxalin-2-yl)benzonitrile